O(C1=CC=CC=C1)C1=CC=C(C=C1)C1=NC2=CC=CC=C2C(N1)=O 2-(4-phenoxyphenyl)quinazolin-4(3H)-one